C(CCC(=O)C)(=O)OC=1C=CC=2C[C@@H]3[C@@H]4C=C[C@@H]([C@H]5[C@@]4(C2C1O5)CCN3C)O levulinyl-morphine